CN(C=1SC2=C(N1)OCC=1C=C(C=CC12)C=1N=COC1)C1CC(NC(C1)(C)C)(C)C N-Methyl-7-(oxazol-4-yl)-N-(2,2,6,6-tetramethylpiperidin-4-yl)-5H-isochromeno[3,4-d]thiazol-2-amine